5-(3-(2-fluoroethyl)-2-methyl-3H-imidazo[4,5-b]pyridin-5-yl)-N-(oxetan-3-yl)pyrrolo[2,1-f][1,2,4]triazin-2-amine FCCN1C(=NC=2C1=NC(=CC2)C=2C=CN1N=C(N=CC12)NC1COC1)C